C(C=C)(=O)OCC(C(C(=O)N1[C@@H](CNCC1)C(=O)O[C@H](CCC1=CC(=C(C=C1)OC)OC)C1=CC(=CC=C1)OCC(=O)OC(C)(C)C)=O)(C)C (R)-1-(3-(2-(tert-butoxy)-2-oxoethoxy)phenyl)-3-(3,4-dimethoxyphenyl)propyl (S)-1-(4-(acryloyloxy)-3,3-dimethyl-2-oxobutanoyl)piperazine-2-carboxylate